ClC=1C(=C2C=NNC2=C(C1F)[C@H](C)NC=O)C=1N=CC=2N(C1)C=C(N2)NC(C)=O (S)-N-(6-(5-chloro-6-fluoro-7-(1-formamidoethyl)-1H-indazol-4-yl)imidazo[1,2-a]pyrazin-2-yl)acetamide